FC(C(=O)O)(F)F.N1C(NC=2C=NC=3C=CC=CC3C21)=O imidazo[4,5-c]quinolin-2(3H)-one trifluoroacetic acid salt